N1(CC1)C(CC(=O)O)(N1CC1)N1CC1.C(O)C(CC)(CO)CO trimethylolpropane tris(N-aziridinyl)propionate